5-(3-(3-cyclopentyl-2-oxoimidazolin-1-yl)piperidin-1-yl)-3-((4-fluorophenyl)amino)pyrazin-2-carboxamide C1(CCCC1)N1C(N(CC1)C1CN(CCC1)C=1N=C(C(=NC1)C(=O)N)NC1=CC=C(C=C1)F)=O